7-(1-(adamantan-1-ylmethyl)-5-methyl-1H-pyrazol-4-yl)-2-((3-(benzo[d]thiazol-2-ylcarbamoyl)phenyl)amino)-[1,2,4]triazolo[1,5-a]pyridine-8-carboxylic acid methyl ester COC(=O)C=1C=2N(C=CC1C=1C=NN(C1C)CC13CC4CC(CC(C1)C4)C3)N=C(N2)NC2=CC(=CC=C2)C(NC=2SC3=C(N2)C=CC=C3)=O